4H-pyrrolo[3,2-d]Thiazole-5-carboxamide N1=CSC2=C1C=C(N2)C(=O)N